BrC1=C(C(=O)NC)C=CC(=C1)NC=1C=2N(C=CN1)C(=CN2)C2=CC=C(C=C2)OC(F)F 2-bromo-4-[[3-[4-(difluoromethoxy)phenyl]imidazo[1,2-a]pyrazin-8-yl]amino]-N-methylbenzamide